C(C)C1=NN2C(N=C(C=C2C)N2CCN(CC2)CC(=O)N2CC(C2)O)=C1N(C=1SC(=C(N1)C1=CC=C(C=C1)F)C#N)C 2-((2-ethyl-5-(4-(2-(3-hydroxyazetidin-1-yl)-2-oxoethyl)piperazin-1-yl)-7-methylpyrazolo[1,5-a]pyrimidin-3-yl)(methyl)amino)-4-(4-fluorophenyl)thiazole-5-carbonitrile